(S)-tert-butyl (1-(((3',4'-dichloro-[1,1'-biphenyl]-4-yl)methyl)amino)-1-oxopentan-2-yl)(methyl)carbamate ClC=1C=C(C=CC1Cl)C1=CC=C(C=C1)CNC([C@H](CCC)N(C(OC(C)(C)C)=O)C)=O